FC1=C(CC2CC(=NO2)CNC(=O)C2=NC=CC3=CC=CC=C23)C=CC=C1F 5-(2,3-difluorobenzyl)-3-((isoquinoline-1-carboxamido)methyl)-4,5-dihydroisoxazole